benzyl rac-(2R,4S)-4-(fluoromethyl)-2-phenylpiperidine-1-carboxylate FC[C@@H]1C[C@@H](N(CC1)C(=O)OCC1=CC=CC=C1)C1=CC=CC=C1 |r|